C(C)(C)(C)OC(=O)N[C@@H]1[C@@H](CCCC1)C(=O)O (1R,2S)-2-((tert-Butoxycarbonyl)amino)cyclohexane-1-carboxylic acid